C1=CC=C(C=C1)P(C2=CC=CC=C2)C3=C(C4=CC=CC=C4C=C3)C5=C(C=CC6=CC=CC=C65)P(C7=CC=CC=C7)C8=CC=CC=C8 1,1'-[1,1'-binaphthalene]-2,2'-diylbis[1,1-diphenylphosphine]